3-fluoro-pyrrole-1-sulfonamide FC1=CN(C=C1)S(=O)(=O)N